FC1(CCC(CC1)CNCC1=C2C(=NC(=C1)C(=O)O)C(CO2)(C)C)F 7-({[(4,4-difluorocyclohexyl)methyl]amino}methyl)-3,3-dimethyl-2H-furo[3,2-b]pyridine-5-carboxylic acid